4-(2,2-dimethyl-1,3-dioxolan-4-yl)-1-(4-(trifluoromethoxy)phenyl)-1H-indazole-3-carbonitrile CC1(OCC(O1)C1=C2C(=NN(C2=CC=C1)C1=CC=C(C=C1)OC(F)(F)F)C#N)C